ClC1=NC=2C=CC=C(C2C=C1)S(=O)(=O)NC1=NC(=C(C(=N1)OC)OC(F)F)OC 2-chloro-N-[5-(difluoromethoxy)-4,6-dimethoxy-pyrimidin-2-yl]quinoline-5-sulfonamide